N-((4-(((4-fluorotetrahydro-2H-pyran-4-yl)methyl)amino)-3-nitrophenyl)sulfonyl)-2-(3-methyl-2,3-dihydropyrrolo[3',2':5,6]Pyrido[2,3-b][1,4]Oxazin-1(6H)-yl)benzamide FC1(CCOCC1)CNC1=C(C=C(C=C1)S(=O)(=O)NC(C1=C(C=CC=C1)N1C2=C(OC(C1)C)N=C1C(=C2)C=CN1)=O)[N+](=O)[O-]